ethyl 3-(2-bromopyridin-4-yl)-4,4,4-trifluorobut-2-enoate BrC1=NC=CC(=C1)C(=CC(=O)OCC)C(F)(F)F